Sulfuric acid monodecyl ester sodium salt [Na+].C(CCCCCCCCC)OS([O-])(=O)=O